4-oxo-(2,4,5-triethoxyphenyl)butanoic acid, sodium salt [Na+].O=CCC(C(=O)[O-])C1=C(C=C(C(=C1)OCC)OCC)OCC